7-(1,1-difluoroethyl)-5-methoxy-1,3-dimethylquinolin-2(1H)-one FC(C)(F)C1=CC(=C2C=C(C(N(C2=C1)C)=O)C)OC